BrC1=C(C=CC=C1)C1=CC=C(C=C1)Cl 2-Bromo-4'-chloro-1,1'-biphenyl